C(C)OC(=O)C1CC(C(C(C1)=O)C(CC)=O)=O 3,5-dioxo-4-propionyl-cyclohexanecarboxylic acid ethyl ester